ClC=1C=C(O[C@H](C(=O)OC)C)C=C(C1)C (S)-Methyl 2-(3-chloro-5-methylphenoxy)propanoate